C(C)OC1=C(OCC2CN(CCO2)C(=O)OC(C)OC([C@H](NC)C(C)C)=O)C=CC=C1 1-((methyl-D-valyl)oxy)ethyl 2-((2-ethoxyphenoxy)methyl)morpholine-4-carboxylate